FC=1C(=C(C=CC1F)C(=O)N1CC(C1)(O)CNC1=NC=NC=N1)NC1=C(C=C(C=C1)I)F 1-({3,4-difluoro-2-[(2-fluoro-4-iodophenyl)amino]phenyl}carbonyl)-3-[(1,3,5-triazin-2-ylamino)methyl]azetidin-3-ol